tert-butyl 3-(7-(2-((tert-butoxycarbonyl) amino)-3-cyano-7-fluorobenzo[b]thiophen-4-yl)-2,8-difluoroquinazolin-4-yl)-3,8-diazabicyclo[3.2.1]octane-8-carboxylate C(C)(C)(C)OC(=O)NC1=C(C2=C(S1)C(=CC=C2C2=CC=C1C(=NC(=NC1=C2F)F)N2CC1CCC(C2)N1C(=O)OC(C)(C)C)F)C#N